FC(CNC(=O)C=1C=2C(CN3C2C(=CC1)CNCC3)C)F N-(2,2-difluoroethyl)-7-methyl-1,2,3,4,6,7-hexahydro-[1,4]diazepino[6,7,1-hi]indole-8-carboxamide